rac-N-{[2,5-dioxo-4-(pyridin-2-yl)imidazolidin-4-yl]methyl}-2-phenyl-2H-1,2,3-triazole-4-carboxamide O=C1NC([C@](N1)(C1=NC=CC=C1)CNC(=O)C1=NN(N=C1)C1=CC=CC=C1)=O |r|